C(C)S(=O)(=O)C1=CC=C(C=C1)CC(=O)NC1=CC=C(C=C1)C1=NC2=C(N1CCC1=CC=CC=C1)C=C(C=C2)C 2-(4-(ethylsulfonyl)phenyl)-N-(4-(6-methyl-1-phenethyl-1H-benzo[d]imidazol-2-yl)phenyl)acetamide